(+/-)-N7-Methyl-N5-(1-(methylsulfonyl)azetidin-3-yl)-3-phenyl-2,3-dihydrobenzofuran-5,7-dicarboxamid CNC(=O)C1=CC(=CC=2[C@H](COC21)C2=CC=CC=C2)C(=O)NC2CN(C2)S(=O)(=O)C |r|